diethylsilylbis(4,7-dimethylindenyl)zirconium dichloride [Cl-].[Cl-].C(C)[SiH](CC)[Zr+2](C1C=CC2=C(C=CC(=C12)C)C)C1C=CC2=C(C=CC(=C12)C)C